S(C=C)C=C thiodiethylene